4-[(2,6-difluorophenyl)methyl]piperidine-4-carbonitrile hydrochloride Cl.FC1=C(C(=CC=C1)F)CC1(CCNCC1)C#N